NCC1=CC=C(C=C1)N1N=C2C(CN(CC2)C(=O)OC(C)(C)C)=C1C tert-butyl 2-[4-(aminomethyl)phenyl]-3-methyl-4H,6H,7H-pyrazolo[4,3-c]pyridine-5-carboxylate